C1(=CC=CC=C1)C1=CC=C(C=C1)C1=CC=C(C=C1)C1=CC=CC=C1 Diphenyl-biphenyl